N-(3-iodo-4-methylphenyl)-8-(trifluoromethyl)-2,3-dihydro-4H-benzo[b][1,4]oxazine-4-carboxamide IC=1C=C(C=CC1C)NC(=O)N1C2=C(OCC1)C(=CC=C2)C(F)(F)F